1-(oxetan-3-yl)piperazine hydrochloride Cl.O1CC(C1)N1CCNCC1